C1(=CC=CC=C1)P(C1(C(=CC=CC1)C1=CC=CC=C1)P(C1=CC=CC=C1)C1=CC=CC=C1)C1=CC=CC=C1 racemic-2,2-bis(diphenylphosphino)-1,1-biphenyl